P(O)(O)O.FC(C[SiH3])(F)F.FC(C[SiH3])(F)F.FC(C[SiH3])(F)F tris(trifluoroethylsilane) phosphite